1-(3-((3,5-dichloropyridin-2-yl)methoxy)-5-(piperidine-1-carbonyl)isoquinoline-7-carbonyl)-4-phenylpiperidine-4-carbonitrile ClC=1C(=NC=C(C1)Cl)COC=1N=CC2=CC(=CC(=C2C1)C(=O)N1CCCCC1)C(=O)N1CCC(CC1)(C#N)C1=CC=CC=C1